C(C=C)(=O)OCCC[Si](OCCOC)(OCCOC)OCCOC acryloxypropyl-tris(2-methoxyethoxy)silane